ClC1=C(C=CC(=C1)[N+](=O)[O-])CC(F)F 2-chloro-1-(2,2-difluoroethyl)-4-nitrobenzene